[N+](=O)([O-])C1=CC=C(C=C1)C1=CCC2(COC2)CC1 7-(4-Nitrophenyl)-2-oxaspiro[3.5]non-6-ene